allyl 5-(4-chlorophenyl)-7-methyl-3-oxo-2,3-dihydro-5H-thiazolo[3,2-a]pyrimidine-6-carboxylate ClC1=CC=C(C=C1)C1C(=C(N=C2N1C(CS2)=O)C)C(=O)OCC=C